CC1=NC=2N(C(=C1)[C@@H]1COCCC1)N=C(C2)[C@@H]2CC[C@H](CC2)C(F)(F)F 5-methyl-7-[(3R)-oxan-3-yl]-2-[trans-4-(trifluoromethyl)cyclohexyl]pyrazolo[1,5-a]pyrimidine